C1(=CC=CC=C1)PC1=C(C(=O)O)C=CC=C1 2-(phenylphosphino)benzoic acid